isovaleryl p-methoxycinnamate COC1=CC=C(C=CC(=O)OC(CC(C)C)=O)C=C1